methyl hydrogen (5-((6-amino-2-(2-hydroxyethoxy)-8-methoxy-9H-purin-9-yl)methyl)-2-methoxybenzyl)phosphonate NC1=C2N=C(N(C2=NC(=N1)OCCO)CC=1C=CC(=C(CP(OC)(O)=O)C1)OC)OC